N(=[N+]=[N-])CC=1C=CC(=C(C1)C(C)OCSC)[N+](=O)[O-] ((1-(5-(Azidomethyl)-2-nitrophenyl)ethoxy)methyl)(methyl)sulfane